chromium(III) sulphide barium [Ba+2].[S-2].[Cr+3]